3-(2-fluoro-6-trifluoromethylphenyl)-6-methylpyrimidine-2,4(1h,3h)-dione FC1=C(C(=CC=C1)C(F)(F)F)N1C(NC(=CC1=O)C)=O